4-(4-(dimethoxymethyl)piperidin-1-yl)-2-fluorobenzoic acid methyl ester COC(C1=C(C=C(C=C1)N1CCC(CC1)C(OC)OC)F)=O